5-benzylidene-2-methyl-2-phenyl-1,3-dioxane-4,6-dione C(C1=CC=CC=C1)=C1C(OC(OC1=O)(C1=CC=CC=C1)C)=O